C(C1=CC=CC=C1)OC(=O)N[C@@H](C(=O)O)CC=1C=NN(C1)CCCC1=NC=2NCCCC2C=C1 |r| (±)-2-(((benzyloxy)carbonyl)amino)-3-(1-(3-(5,6,7,8-tetrahydro-1,8-naphthyridin-2-yl)propyl)-1H-pyrazol-4-yl)propionic acid